5-(iodomethyl)pyrrolidin-2-one ICC1CCC(N1)=O